7-Chloro-2-formyl-imidazo[1,2-a]pyridine-3-carboxylic acid ethyl ester C(C)OC(=O)C1=C(N=C2N1C=CC(=C2)Cl)C=O